aluminum-molybdenum [Mo].[Al]